BrC=1C=C(C=2C(=NSC2)C1)OC 6-Bromo-4-methoxybenzo[c]isothiazole